C(C)OC(C(CCCCC)=O)=O ethyl-2-oxoheptanoate